COC=1C=2C(C(=NC1N1CCOCC1)C(=O)[O-])=NNC2.[Li+] lithium 4-methoxy-5-morpholino-2H-pyrazolo[3,4-c]pyridine-7-carboxylate